3-(methoxydimethylsilyl)propanethiol CO[Si](CCCS)(C)C